C1(=C(C=CC=C1)C1=CC=2C3=C(NC2C=C1)CCN(C3)C(=O)OC(C)(C)C)C tert-butyl 8-(o-tolyl)-1,3,4,5-tetrahydro-2H-pyrido[4,3-b]indole-2-carboxylate